Heptane-2-carboxylic acid potassium salt [K+].CC(CCCCC)C(=O)[O-]